3-(8-bromo-6-hydroxynaphthalen-2-yl)propanoic acid BrC=1C=C(C=C2C=CC(=CC12)CCC(=O)O)O